2-(6-(cyclopropanesulfonylamino)pyrazin-2-yl)-N-(5-(6-ethoxypyrazin-2-yl)pyridin-2-yl)-2-methoxyacetamide C1(CC1)S(=O)(=O)NC1=CN=CC(=N1)C(C(=O)NC1=NC=C(C=C1)C1=NC(=CN=C1)OCC)OC